Isoquinoline-5-carboxylic acid methyl ester COC(=O)C=1C=2C=CN=CC2C=CC1